C1(CC1)C=1C=CC2=CN(N=C2C1)C 6-cyclopropyl-2-methyl-2H-indazol